FC1=CC=C(CC2N(C(=CN2C(C)(C)C)C(=O)N)CCCCC)C=C1 (4-Fluorobenzyl)-3-tert-butyl-1-N-pentyl-1H-imidazole-5-carboxamide